O=C1N(CC2=CC(=CC=C12)N1CCNCC1)C1CNCCC1 3-(1-oxo-5-(piperazin-1-yl)isoindoline-2-yl)piperidine